CN1N=CC(=C1)NC1=NC=CC(=N1)C1=CC2=C([C@H](CCN(C2)C2COC2)NC(=O)C=2OC(=NN2)C(C)(C)C)C=C1 5-tert-butyl-1,3,4-oxadiazole-2-carboxylic acid {(S)-8-[2-(1-methyl-1H-pyrazol-4-ylamino)-pyrimidin-4-yl]-2-oxetan-3-yl-2,3,4,5-tetrahydro-1H-2-benzazepin-5-yl}-amide